C(C=C)(=O)N1C[C@@H](N(CC1)C=1C2=C(N(C(N1)=O)C=1C(=NC=CC1C)C(C)C)N=C(C(=C2)F)C=2C(=NC=CC2)SC)C (S)-4-(4-acryloyl-2-methylpiperazin-1-yl)-6-fluoro-1-(2-isopropyl-4-methylpyridin-3-yl)-7-(2-(methylthio)pyridin-3-yl)pyrido[2,3-d]pyrimidin-2(1H)-one